FC1=CC2=CC(N=C2C=C1)=C=O 5-fluoro-2-carbonylindol